2-ethyl-1-(3',5'-dihydroxyphenyl)-4-(4'-hydroxyphenyl)-1,3-butadiene C(C)C(=CC1=CC(=CC(=C1)O)O)C=CC1=CC=C(C=C1)O